1-Cyclopentyl-5-(trifluoromethyl)-1H-pyrazol-3-amine C1(CCCC1)N1N=C(C=C1C(F)(F)F)N